N-[(2-chloro-5-iodophenyl)methyl]-1-[4-(2-cyclopropoxyphenyl)pyridin-3-yl]cyclopropan-1-amine ClC1=C(C=C(C=C1)I)CNC1(CC1)C=1C=NC=CC1C1=C(C=CC=C1)OC1CC1